trans-4-(3-methoxy-4-((5-(thiophen-2-yl)-1,3,4-oxadiazol-2-yl)carbamoyl)phenyl)cyclohexane-1-carboxylic acid COC=1C=C(C=CC1C(NC=1OC(=NN1)C=1SC=CC1)=O)[C@@H]1CC[C@H](CC1)C(=O)O